2-(cyclohexylethynyl)acetophenone C1(CCCCC1)C#CCC(=O)C1=CC=CC=C1